Butyl 12-((4-(heptadecan-9-yloxy)-4-oxobutyl)(2-hydroxyethyl)amino)dodecanoate CCCCCCCCC(CCCCCCCC)OC(CCCN(CCCCCCCCCCCC(=O)OCCCC)CCO)=O